C1(CC1)C(C#N)O 2-cyclopropyl-2-hydroxy-acetonitrile